CC1CC(=CCC1)CCCC(C)C methyl-3-(4-methylpentyl)-3-cyclohexene